ClC=1C=CC(=C(C1)C1=NN(C=C1N)C)OC 3-(5-chloro-2-methoxyphenyl)-1-methyl-1H-pyrazol-4-amine